(E)-3-(3,4-dihydroxyphenyl)-N-((1-(3-methoxybenzyl)-1H-1,2,3-triazol-4-yl)methyl)acrylamide OC=1C=C(C=CC1O)/C=C/C(=O)NCC=1N=NN(C1)CC1=CC(=CC=C1)OC